Pyrrolo(2,3-d)-pyrimidine N1C=NC=C2C1=NC=C2